3,6-bis(4-amino-2-trifluoromethylphenoxy)benzonorbornenediamine NC1=CC(=C(OC2C3(C4=C(C2(CC3)N)C=C(C=C4)OC4=C(C=C(C=C4)N)C(F)(F)F)N)C=C1)C(F)(F)F